CC1(C(C1(C)C)C(=O)OCC1=C(C(=C(C(=C1F)F)COC)F)CC)C 2-ethyl-4-methoxymethyl-3,5,6-trifluorobenzyl 2,2,3,3-tetramethylcyclopropanecarboxylate